COC1=C(NC2=NN(C3=CC(=CC=C23)C(C)(C)O)C2OCCCC2)C=CC=C1C=1C=NN(C1)C 2-{3-[2-methoxy-3-(1-methyl-1H-pyrazol-4-yl)anilino]-1-(oxan-2-yl)-1H-indazol-6-yl}propan-2-ol